C(CCCCC(=O)O)(=O)O adipoic acid